9,10-dimethyl-3,6-disulfoacridin-10-ium, triethylammonium salt C(C)[NH+](CC)CC.CC=1C2=CC=C(C=C2[N+](=C2C=C(C=CC12)S(=O)(=O)O)C)S(=O)(=O)O